3-{2-[(piperidin-3-yl)amino]-5-(trifluoromethyl)pyrimidin-4-yl}-1H,6H,7H,8H-pyrrolo[2,3-c]azepin-8-one N1CC(CCC1)NC1=NC=C(C(=N1)C1=CNC=2C(NCC=CC21)=O)C(F)(F)F